[(5-methylfuran-2-yl)methyl]-3-{[6-(oxan-4-yl)pyridazin-3-yl]amino}benzamide CC1=CC=C(O1)CC1=C(C(=O)N)C=CC=C1NC=1N=NC(=CC1)C1CCOCC1